n-butyl (1,5,5-trimethyl-2-cyclopentenyl)acetate CC1(C=CCC1(C)C)CC(=O)OCCCC